6-(2-((tert-butyldiphenylsilyl)oxy)-6-fluorophenyl)-4,7-dichloro-1-(piperazin-1-yl)phthalazine [Si](C1=CC=CC=C1)(C1=CC=CC=C1)(C(C)(C)C)OC1=C(C(=CC=C1)F)C=1C=C2C(=NN=C(C2=CC1Cl)N1CCNCC1)Cl